2-[2-(4-pyridyl)ethylamino]-acetic acid N1=CC=C(C=C1)CCNCC(=O)O